1-((R)-1-(4-fluorophenyl)ethyl)-4-oxo-6-((1R,2R)-2-(pyrimidin-2-yl)cyclobutyl)-4,5-dihydro-1H-pyrazolo[3,4-d]pyrimidine-3-carbonitrile FC1=CC=C(C=C1)[C@@H](C)N1N=C(C2=C1N=C(NC2=O)[C@H]2[C@@H](CC2)C2=NC=CC=N2)C#N